o-methyl-α-bromoacetophenone CC1=C(C=CC=C1)C(CBr)=O